methyl 3-((3-((dimethyl(oxo)-λ6-sulfanylidene)amino)-2-fluorophenyl)thio)propanoate CS(=O)(C)=NC=1C(=C(C=CC1)SCCC(=O)OC)F